1,2,3-thiadiazole-5-carbaldehyde S1N=NC=C1C=O